N-(3-fluoro-5-(1-(4-fluorophenyl)-1H-pyrazol-4-yl)benzyl)-7H-purine-6-carboxamide FC=1C=C(CNC(=O)C2=C3NC=NC3=NC=N2)C=C(C1)C=1C=NN(C1)C1=CC=C(C=C1)F